1,5-Dimethyl-3-(4-(pyridin-2-yl)phenyl)-pyrazol-4-ol CN1N=C(C(=C1C)O)C1=CC=C(C=C1)C1=NC=CC=C1